C(C)C1(CC1)NC1=NC(=NC=C1C(=O)N)NC1CCC(CC1)O 4-(1-ethylcyclopropylamino)-2-((1r,4r)-4-hydroxycyclohexylamino)pyrimidine-5-carboxamide